2-(dimethylamino)-N-hexylacetamide CN(CC(=O)NCCCCCC)C